((R)-4-(2-(bis(2,4-dimethoxybenzyl)amino)oxazolo[4,5-c]pyridin-7-yl)morpholin-2-yl)(1-methyl-6-(trifluoromethyl)-3,4-dihydroisoquinolin-2(1H)-yl)methanone COC1=C(CN(C=2OC3=C(C=NC=C3N3C[C@@H](OCC3)C(=O)N3C(C4=CC=C(C=C4CC3)C(F)(F)F)C)N2)CC2=C(C=C(C=C2)OC)OC)C=CC(=C1)OC